C(#N)C=1C(=CC=C2C(=NNC12)C=1CN(CCC1)C(=O)OC(C)(C)C)F tert-Butyl 3-(7-cyano-6-fluoro-1H-indazol-3-yl)-5,6-dihydro-2H-pyridine-1-carboxylate